3-bromo-4-fluoro-2-methylpyridine BrC=1C(=NC=CC1F)C